1-Methyl-4-[4-methyl-4-(4-methylquinolin-2-yl)piperidin-1-yl]-2-oxo-1,2-dihydroquinolin-3-carbonitrile CN1C(C(=C(C2=CC=CC=C12)N1CCC(CC1)(C1=NC2=CC=CC=C2C(=C1)C)C)C#N)=O